OCCN(C1=CC=C(C=C1)/C=C/C(=O)C1=CC=C(C=C1)NC(\C=C\C)=O)C (E)-N-[4-[(E)-3-[4-[2-Hydroxyethyl(methyl)amino]phenyl]prop-2-enoyl]phenyl]but-2-enamide